N-[1-(4-{3-[(1r,3R,5S,7r)-3,5-dimethyladamantan-1-yl]ureido}benzoyl)piperidin-4-yl]acetamide C[C@]12CC3(CC(C[C@@](C1)(C3)C)C2)NC(NC2=CC=C(C(=O)N3CCC(CC3)NC(C)=O)C=C2)=O